FC(OC1=CC=C2C=C(NC2=C1)C(=O)OCC)F Ethyl 6-(difluoromethoxy)-1H-indole-2-carboxylate